((6-aminohexyl)oxy)-2-(2,6-dioxopiperidin-3-yl)isoindoline-1,3-dione hydrochloride Cl.NCCCCCCOC1=C2C(N(C(C2=CC=C1)=O)C1C(NC(CC1)=O)=O)=O